CN(C)CC1=C(C(=O)N)C=CC=C1 dimethylaminomethylbenzamide